diisopropoxy di(ethylacetoacetate) titanium [Ti].C(C)CC(CC(=O)OOC(C)C)=O.C(C)CC(CC(=O)OOC(C)C)=O